1-Decyl-1-propylpyrrolidinium methansulfonat CS(=O)(=O)[O-].C(CCCCCCCCC)[N+]1(CCCC1)CCC